NC1=NC=C(C2=C1C(=C(N2C)Br)C2=CC=C(C=C2)OC2=NC=CC(=N2)C)C#N 4-amino-2-bromo-1-methyl-3-(4-((4-methylpyrimidin-2-yl)oxy)phenyl)-1H-pyrrolo[3,2-c]pyridine-7-carbonitrile